O=CCCC1=CC=C(C(=O)O)C=C1 4-(3-oxopropyl)-benzoic acid